N-(1-((1S,2R)-2-fluorocyclopropyl)-2-oxo-1,2-dihydropyridin-3-yl)-6-isopropoxy-2-((1R,4R)-1-methyl-2-oxabicyclo[2.2.1]heptan-4-yl)-2H-indazole-5-carboxamide F[C@H]1[C@H](C1)N1C(C(=CC=C1)NC(=O)C1=CC2=CN(N=C2C=C1OC(C)C)[C@]12CO[C@](CC1)(C2)C)=O